(S)-2-((4-(6-(((1H-indol-5-yl)methyl)amino)pyridine-2-yl)piperidin-1-yl)methyl)-1-(oxetan-2-ylmethyl)-1H-benzo[d]imidazole-6-carboxylic acid N1C=CC2=CC(=CC=C12)CNC1=CC=CC(=N1)C1CCN(CC1)CC1=NC2=C(N1C[C@H]1OCC1)C=C(C=C2)C(=O)O